ClC1=CC(=C(N=N1)C1=CC=CC=C1)O 6-chloro-3-phenylpyridazin-4-ol